2,7-diformyl-thianthrene tert-butyl-(6-(methylcarbamoyl)isoquinolin-3-yl)carbamate C(C)(C)(C)N(C(O)=O)C=1N=CC2=CC=C(C=C2C1)C(NC)=O.C(=O)C1=CC=2SC3=CC=C(C=C3SC2C=C1)C=O